4-(8-(3-aminophenyl)quinazolin-6-yl)-N-(pyridin-2-yl)benzamide phosphorus oxygen [O].[P].NC=1C=C(C=CC1)C=1C=C(C=C2C=NC=NC12)C1=CC=C(C(=O)NC2=NC=CC=C2)C=C1